FC1(CCN(CC1)C=1C=C(C=C(C1)C)NC=1C2=C(N=CN1)C=NC=C2N2CCC1(CC1)CC2)F N-(3-(4,4-Difluoropiperidin-1-yl)-5-methylphenyl)-5-(6-azaspiro[2.5]octan-6-yl)pyrido[3,4-d]pyrimidin-4-amine